C(C)(C)(C)C1=NC(=NO1)C(=O)NCC1=C(C=C(C=C1)C1=NC=NN2C1=CC(=C2)C#CCCN2CCC(CC2)C2=CC=C(C=C2)C2C(NC(CC2)=O)=O)C 5-tert-butyl-N-[[4-[6-[4-[4-[4-(2,6-dioxo-3-piperidyl)phenyl]-1-piperidyl]but-1-ynyl]pyrrolo[2,1-f][1,2,4]triazin-4-yl]-2-methyl-phenyl]methyl]-1,2,4-oxadiazole-3-carboxamide